FC(C(=O)O)(F)F.ClC=1C=C(C=2N=CN=C(C2N1)N)C=1SC=CC1 6-chloro-8-(thiophen-2-yl)pyrido[3,2-d]pyrimidin-4-amine trifluoroacetate